FC1=CC=C(C=C1)C1=C(CCC(C1)(C)C)C(=O)N1C2CN(C(C1)C2)CC=2C=C1CN(C(C1=CC2)=O)C2C(NC(CC2)=O)=O 3-(5-((5-(4'-fluoro-5,5-dimethyl-3,4,5,6-tetrahydro-[1,1'-biphenyl]-2-carbonyl)-2,5-diazabicyclo[2.2.1]heptane-2-yl)methyl)-1-oxoisoindolin-2-yl)piperidine-2,6-dione